2-(pyridine-3-sulfonyl)acetophenone N1=CC(=CC=C1)S(=O)(=O)CC(=O)C1=CC=CC=C1